1-(3-(1',2'-dihydrospiro[cyclopropane-1,3'-pyrrolo[2,3-b]pyridin]-5'-yl)-2-fluorobenzoyl)-2-methylpyrrolidine-2-carbonitrile N1CC2(C=3C1=NC=C(C3)C=3C(=C(C(=O)N1C(CCC1)(C#N)C)C=CC3)F)CC2